C1(CCC1)CN(C(OC(C)(C)C)=O)[C@H]1CN(CCC1)C1=CC(N(C=C1)C(C)C=1N=NN(C1)C=1C=NC=C(C1)F)=O tert-butyl (cyclobutylmethyl)((3R)-1-(1-(1-(1-(5-fluoropyridin-3-yl)-1H-1,2,3-triazol-4-yl)ethyl)-2-oxo-1,2-dihydropyridin-4-yl)piperidin-3-yl)carbamate